2,3,4-tribromophenol BrC1=C(C=CC(=C1Br)Br)O